CC1=NC(=CC=C1NC(=O)[C@@H]1[C@H](CCCC1)C(=O)O)C1=C(C(=NO1)C)NC1=NC(=CN=C1)C1=CC=CC=C1 (1S,2S)-2-((2-methyl-6-(3-methyl-4-((6-phenylpyrazin-2-yl)amino)isoxazol-5-yl)pyridin-3-yl)carbamoyl)cyclohexane-1-carboxylic acid